(1S)-2,2-difluorocyclopropylcarboxylic acid FC1([C@@H](C1)C(=O)O)F